tert-butyl (R)-(((tert-butoxycarbonyl)imino)(3-(3-(3-decylphenyl)-1,2,4-oxadiazol-5-yl)pyrrolidin-1-yl)methyl)carbamate C(C)(C)(C)OC(=O)N=C(N1C[C@@H](CC1)C1=NC(=NO1)C1=CC(=CC=C1)CCCCCCCCCC)NC(OC(C)(C)C)=O